Cl.COC=1C=C2C(N(N=C(C2=CC1OC)C=1C=C2CCN(CC2=CC1)S(=O)(=O)N)C)=O 6-(6,7-dimethoxy-3-methyl-4-oxo-3,4-dihydro-phthalazin-1-yl)-3,4-dihydro-isoquinoline-2(1H)-sulfonamide hydrochloride